OCC(C)N1C[C@@H](CCC1)NC=1C2=C(C(=NN1)C1=C(C=C(C=C1)C(F)(F)F)O)CCC2 2-(4-(((3R)-1-(1-hydroxy-prop-2-yl)piperidin-3-yl)amino)-6,7-dihydro-5H-cyclopenta[d]pyridazin-1-yl)-5-(trifluoromethyl)phenol